Methyl 2-(2-chloro-5-(((3S,4S)-8-(1-ethyl-3-(trifluoromethyl)-1H-pyrazol-4-yl)-6-((1-ethyl-3-(trifluoromethyl)-1H-pyrazol-4-yl)methyl)-4-hydroxychroman-3-yl)methyl)phenoxy)acetate ClC1=C(OCC(=O)OC)C=C(C=C1)C[C@H]1COC2=C(C=C(C=C2[C@H]1O)CC=1C(=NN(C1)CC)C(F)(F)F)C=1C(=NN(C1)CC)C(F)(F)F